ClC=1C=C(C=CC1F)NC(=O)C1=C(N=CN1C)C1CC2CC(CC2C1)(C#CC1CC(C1)(C1=NC=CC=C1)O)O N-(3-chloro-4-fluorophenyl)-4-(5-hydroxy-5-((3-hydroxy-3-(pyridin-2-yl)cyclobutyl)ethynyl)octahydropentalen-2-yl)-1-methyl-1H-imidazole-5-carboxamide